N[C@H](C(=O)OC1CCN(CC1)C1=NC=C(C=N1)C1=CC=C2C(=N1)N1C(=N2)CC[C@@H]1C1=CC=CC=C1)C(C)C (S)-1-(5-((R)-8-phenyl-7,8-dihydro-6H-pyrrolo[2',1':2,3]imidazo[4,5-b]pyridin-2-yl)pyrimidin-2-yl)piperidin-4-yl 2-amino-3-methylbutanoate